(S)-3-(1,4-dimethyl-1H-benzo[d][1,2,3]triazol-5-yl)-3-(3-(((R)-2-ethyl-2,3-dihydropyrido[4,3-f][1,4]oxazepin-4(5H)-yl)methyl)-4-methylphenyl)propanoic acid CN1N=NC2=C1C=CC(=C2C)[C@@H](CC(=O)O)C2=CC(=C(C=C2)C)CN2C[C@H](OC1=C(C2)C=CN=C1)CC